8-ethylidentetracyclo[4.4.0.12,5.17,10]dodec-3-ene C(C)=C1C2C3C4C=CC(C3C(C1)C2)C4